FC1=C(C(=CC(=C1)OC1CN(C1)CCCF)F)[C@H]1N([C@@H](CC2=C1NC1=CC=CC=C21)C)CC2(CCC2)F (1R,3R)-1-(2,6-difluoro-4-((1-(3-fluoropropyl)azetidin-3-yl)oxy)phenyl)-2-((1-fluorocyclobutyl)methyl)-3-methyl-2,3,4,9-tetrahydro-1H-pyrido[3,4-b]indole